tert-butyl (tert-butoxycarbonyl)(7-(5-(1-(1-(4-fluorophenyl)ethyl)-1H-pyrazol-4-yl)pyridin-3-yl)-[1,2,4]triazolo[1,5-a]pyridin-2-yl)carbamate C(C)(C)(C)OC(=O)N(C(OC(C)(C)C)=O)C1=NN2C(C=C(C=C2)C=2C=NC=C(C2)C=2C=NN(C2)C(C)C2=CC=C(C=C2)F)=N1